CN(C[C@H](C1=CC=CC=C1)NC(=O)N1CC=2N=C(N=CC2C[C@H]1C)N[C@@H](C)C1=NC=CC=C1)C (R)-N-((S)-2-(dimethylamino)-1-phenylethyl)-6-methyl-2-(((S)-1-(pyridin-2-yl)ethyl)amino)-5,8-dihydropyrido[3,4-d]pyrimidine-7(6H)-carboxamide